5-(8-((1S,2S)-2-(6-(trifluoromethoxy)pyridin-3-yl)cyclopropyl)imidazo[1,2-b]pyridazin-6-yl)pyrimidine-2,4(1H,3H)-dione FC(OC1=CC=C(C=N1)[C@@H]1[C@H](C1)C=1C=2N(N=C(C1)C=1C(NC(NC1)=O)=O)C=CN2)(F)F